((1r,4r)-4-hydroxy-4-(trifluoromethyl)cyclohexyl)-4-azaspiro[2.5]octane-7-carboxamide hydrochloride Cl.OC1(CCC(CC1)C1CC12NCCC(C2)C(=O)N)C(F)(F)F